1-(((R)-3,3-Dimethyl-1-((2S,4R)-4-(methylamino)-2-phenylpiperidine-1-carbonyl)piperidin-4-yl)methyl)-4-phenylpyridin-2(1H)-one CC1(CN(CC[C@H]1CN1C(C=C(C=C1)C1=CC=CC=C1)=O)C(=O)N1[C@@H](C[C@@H](CC1)NC)C1=CC=CC=C1)C